CN1CCC(CC1)N1N=C(C(=C1)[N+](=O)[O-])C 1-methyl-4-(3-methyl-4-nitro-1H-pyrazol-1-yl)piperidine